8-((1-(3-Oxocyclopent-1-en-1-yl)-1H-indazol-6-yl)oxy)-4-(trifluoromethyl)-5,6,7,8-tetrahydroquinoline-3-carbonitrile O=C1C=C(CC1)N1N=CC2=CC=C(C=C12)OC1CCCC=2C(=C(C=NC12)C#N)C(F)(F)F